ClC1=C(C=CC(=C1)OC1=CC=NC2=CC(=C3C(=C12)OCCO3)OC)NC(=O)NCC(C)C 1-(2-chloro-4-((5-methoxy-2,3-dihydro-[1,4]dioxino[2,3-f]quinolin-10-yl)oxy)phenyl)-3-isobutylurea